5H-dibenzo[b,f]azepine-10,11-dione C1=CC=CC=2NC3=C(C(C(C21)=O)=O)C=CC=C3